N-(((9H-fluoren-9-yl)methoxy)carbonyl)-O-((S)-1-(tert-butoxycarbonyl)pyrrolidin-3-yl)-L-serine C1=CC=CC=2C3=CC=CC=C3C(C12)COC(=O)N[C@@H](CO[C@@H]1CN(CC1)C(=O)OC(C)(C)C)C(=O)O